O1CCN(CC1)C1=C(C(C1=O)=O)NC1=CC=C(C=C1)C1=NNC(=C1C(=O)N)NC1=NC=CC=C1 3-(4-((2-morpholino-3,4-dioxocyclobut-1-en-1-yl)amino)phenyl)-5-(pyridin-2-ylamino)-1H-pyrazole-4-carboxamide